NC1=NC=NN2C1=CC=C2C=2C=CC(=C(C2)N2OCC[C@H]2C2=CC=CC=C2)C (S)-N-(5-(4-aminopyrrolo[2,1-f][1,2,4]triazin-7-yl)-2-methylphenyl)-3-phenylisoxazolidine